1-(6-(2,6-dichloro-3,5-dimethoxyphenyl)-2-(methylthio)pyrido[3,4-d]pyrimidin-8-yl)-N,N-dimethylazetidin-3-amine ClC1=C(C(=C(C=C1OC)OC)Cl)C1=CC2=C(N=C(N=C2)SC)C(=N1)N1CC(C1)N(C)C